cyano-α-aminobutyric acid C(#N)C(C(=O)O)(CC)N